6-(3-chloro-2-fluoro-5-(trifluoromethyl)phenoxy)-N-(3-cyano-4-fluorophenyl)-2-fluoro-3-(trifluoromethyl)benzamide ClC=1C(=C(OC2=CC=C(C(=C2C(=O)NC2=CC(=C(C=C2)F)C#N)F)C(F)(F)F)C=C(C1)C(F)(F)F)F